CC(CC)NOC(C(C)OC=1C(=CC(=C(C1)N1C(N(C(N(C1=O)C)=S)C)=O)F)Cl)=O (E)-3-(5-((1-((but-2-ylamino)oxy)-1-oxopropan-2-yl)oxy)-4-chloro-2-fluorophenyl)-1,5-dimethyl-6-thioxo-1,3,5-triazine-2,4-dione